[S].[Nd] neodymium sulfur